5-aminotetrazolium NC=1N=NN[NH+]1